C(CCCCCCC)[Si](O[Si](C)(C)C)(O[Si](C)(C)C)O[Si](C)(C)C n-octyl-tris(trimethylsiloxy)silane